N-[1-(dicyclopropylmethyl)-2-[[6-[3,5-dimethyl-1-(2-trimethylsilylethoxymethyl)pyrazol-4-yl]-5-fluoro-3-pyridyl]amino]-2-oxo-ethyl]-2-ethyl-pyrazole-3-carboxamide C1(CC1)C(C(C(=O)NC=1C=NC(=C(C1)F)C=1C(=NN(C1C)COCC[Si](C)(C)C)C)NC(=O)C=1N(N=CC1)CC)C1CC1